3-Pyrrolidin-1-ylsulfonylbenzoic acid [3-(1-ethyl-8-oxo-spiro[6,7-dihydro-4H-pyrazolo[3,4-c]azepin-5,4'-tetrahydropyran]-3-yl)-2,2-dimethyl-propyl] ester C(C)N1N=C(C2=C1C(NCC1(CCOCC1)C2)=O)CC(COC(C2=CC(=CC=C2)S(=O)(=O)N2CCCC2)=O)(C)C